2-chloro-6-methyl-4-(1-(oxetan-3-yl)-2-oxo-5-phenyl-1,2-dihydropyridin-4-yl)-1-tosyl-1,6-dihydro-7H-pyrrolo[2,3-c]pyridin-7-one ClC1=CC2=C(C(N(C=C2C2=CC(N(C=C2C2=CC=CC=C2)C2COC2)=O)C)=O)N1S(=O)(=O)C1=CC=C(C)C=C1